FC1(CC1)CS(=O)(=O)C=1C=C2CN(C(C2=CC1)C(NC1=CC=C(C=C1)C(C(F)(F)F)(C(F)(F)F)O)=O)C(=O)OC(C)(C)C tert-Butyl 5-{[(1-fluorocyclopropyl)methyl]sulfonyl}-1-{[4-(1,1,1,3,3,3-hexafluoro-2-hydroxypropan-2-yl)phenyl]carbamoyl}-1,3-dihydro-2H-isoindole-2-carboxylate